2,3-Dihydro-5,6-dimethoxy-2-(4-piperidinylmethylene)-1H-inden-1-one COC=1C=C2CC(C(C2=CC1OC)=O)=CC1CCNCC1